CN1N=C(C(=C1C)CC1=[N+](C=CC=N1)[O-])C(=O)OCC ethyl 1,5-dimethyl-4-[(1-oxidopyrimidin-1-ium-2-yl)methyl]pyrazole-3-carboxylate